ethyl 2,2-difluoro-2-(2-(methylthio)pyrimidin-4-yl)acetate FC(C(=O)OCC)(C1=NC(=NC=C1)SC)F